2-(tert-butoxy)ethan-1-amine C(C)(C)(C)OCCN